CN1C(=NC2=C1C(NC2)=O)C=2C=NC(=CC2)N2CCCC2 3-methyl-2-(6-(pyrrolidin-1-yl)pyridin-3-yl)-5,6-dihydropyrrolo[3,4-d]imidazol-4(3H)-one